9-[(2R,3R,4R,5S)-4-Azido-5-[[bis(4-methoxyphenyl)-phenyl-methoxy]methyl]-3-fluoro-tetrahydrofuran-2-yl]purin-6-amine N(=[N+]=[N-])[C@H]1[C@H]([C@@H](O[C@@H]1COC(C1=CC=CC=C1)(C1=CC=C(C=C1)OC)C1=CC=C(C=C1)OC)N1C2=NC=NC(=C2N=C1)N)F